L-1,3-diphenyl-isobenzofuran C1(=CC=CC=C1)C=1OC(=C2C=CC=CC12)C1=CC=CC=C1